(R)-2-trifluoromethyl-2-hydroxypropionic acid FC([C@](C(=O)O)(C)O)(F)F